NC1=NC=CC(=C1)CCC1=CN=C(S1)NC(=O)NC=1NN=C(C1)C(C)(C)C 1-{5-[2-(2-Amino-pyridin-4-yl)-ethyl]-thiazol-2-yl}-3-(5-tert-butyl-2H-pyrazol-3-yl)-urea